[1,3]Oxazole-5-carboxylic acid tert-butyl ester C(C)(C)(C)OC(=O)C1=CN=CO1